C(C)(C)(C)OC(=O)NC1=C(C=C(C=C1)C(F)(F)F)NS(=O)(=O)C=1C=C(C(=O)OC)C=CC1OC methyl 3-(N-(2-((tert-butoxycarbonyl)amino)-5-(trifluoromethyl)phenyl)sulfamoyl)-4-methoxybenzoate